2-(hydroxymethyl)piperidine-3,4,5-triol OCC1NCC(C(C1O)O)O